5-chloro-2-(4-piperidinyl)-pyrimidine hydrochloride Cl.ClC=1C=NC(=NC1)C1CCNCC1